CN(C1=NN(C=N1)CC1=CC=C(C=C1)C1=NOC(=N1)C(F)(F)F)C N,N-dimethyl-1-[4-[5-(trifluoromethyl)-1,2,4-oxadiazol-3-yl]benzyl]-1H-1,2,4-triazol-3-amine